FC=1C=C(C=C(C1C(C)C)F)[C@H](C1=CC=CC=C1)NC(=O)[C@H]1N(C[C@@H](C1)F)C(=O)OC(C)(C)C tert-butyl (2S,4r)-2-(((S)-(3,5-difluoro-4-isopropylphenyl) (phenyl) methyl) carbamoyl)-4-fluoropyrrolidine-1-carboxylate